1,5-diamino-9,10-dihydroxyanthracene NC1=CC=CC2=C(C3=C(C=CC=C3C(=C12)O)N)O